P(=O)(OCC)(OC(C)C)[O-].[Li+] lithium ethyl isopropyl phosphate